CC1(CC[C@@H](N1)[C@H](O)C1=C(C=CC=C1)F)C (R)-[(R)-5,5-dimethyl-2-pyrrolidinyl](o-fluorophenyl)methanol